(S)-4-(3,5-dimethylpyridin-2-yl)-1-[4-((R)-4-isopropyl-2,5-dioxoimidazolidin-4-yl)benzoyl]Piperazine-2-carboxylic acid amide CC=1C(=NC=C(C1)C)N1C[C@H](N(CC1)C(C1=CC=C(C=C1)[C@]1(NC(NC1=O)=O)C(C)C)=O)C(=O)N